2-oxohexahydro-1H-furo[3,4-d]imidazole-1-carboxylic acid tert-butyl ester C(C)(C)(C)OC(=O)N1C(NC2C1COC2)=O